[Si](C)(C)(C(C)(C)C)OCC=1C=C(C=NC1)CO (5-(((Tert-Butyldimethylsilyl)oxy)methyl)pyridin-3-yl)methanol